N1-(3-acrylamido-4-((S)-3,4-dimethylpiperazin-1-yl)phenyl)-N1-((1r,4S)-4-((5-cyanopyridin-2-yl)amino)cyclohexyl)-N2-(3,4-difluorobenzyl)oxalamide C(C=C)(=O)NC=1C=C(C=CC1N1C[C@@H](N(CC1)C)C)N(C(C(=O)NCC1=CC(=C(C=C1)F)F)=O)C1CCC(CC1)NC1=NC=C(C=C1)C#N